C(C)(=O)NC1=CC=C(C(=N1)C(=O)N[C@@H]1[C@H](CCC1)COC1=CC=C(C=C1)Cl)N1N=CC=N1 6-acetamido-N-[(1S,2S)-2-[(4-chlorophenoxy)methyl]cyclopentyl]-3-(triazol-2-yl)pyridine-2-carboxamide